3-(4-(bis(dimethylamino)phosphoryloxy)phenyl)propanoic acid CN(P(=O)(N(C)C)OC1=CC=C(C=C1)CCC(=O)O)C